perchloric acid tetraethyl-ammonium salt C(C)[N+](CC)(CC)CC.Cl(=O)(=O)(=O)[O-]